O1CC(=CCC1)C1=NC=2C(=NC(=CC2N2CCOCC2)NN=C(C)C=2C=C(C=CC2)C)N1C 4-(2-(5,6-dihydro-2H-pyran-3-yl)-3-methyl-5-(2-(1-(m-tolyl)ethylidene)hydrazinyl)-3H-imidazo[4,5-b]pyridin-7-yl)morpholine